2-(3,4-ethylenedioxy)phenyl-5-methyl-N4-(2-oxo-2,3-dihydro-1,3-benzoxazol-5-yl)-2,4-pyrimidinediamine C1OC=2C=C(C=CC2OC1)C1=C(C(=NC(=N1)N)NC=1C=CC2=C(NC(O2)=O)C1)C